C(C=C)C1=C(C=C(C=C1)CC=C)O 2,5-diallylphenol